C(=O)O.C(C)N(C(C1=CC=CC(=C1)F)=O)C(C)C N-ethyl-5-fluoro-N-isopropylbenzamide formate